N-(3-chloro-4-((6-nitro-pyridin-3-yl)oxy)pyridin-2-yl)-1,1-diphenylmethanImine ClC=1C(=NC=CC1OC=1C=NC(=CC1)[N+](=O)[O-])N=C(C1=CC=CC=C1)C1=CC=CC=C1